benzyl (2R)-2-[(4-tert-butylphenyl)-[2-[cyclohexyl(methyl)amino]-2-oxo-1-(3-pyridyl)ethyl]carbamoyl]pyrrolidine-1-carboxylate C(C)(C)(C)C1=CC=C(C=C1)N(C(=O)[C@@H]1N(CCC1)C(=O)OCC1=CC=CC=C1)C(C(=O)N(C)C1CCCCC1)C=1C=NC=CC1